N1(CC(SCC1)C(=O)OCC)C(=O)OC(C)(C)C 4-(tert-butyl) 2-ethyl thiomorpholine-2,4-dicarboxylate